C1(CC1)C([C@@H](C(=O)NC1=CC=C(C=C1)C=1C(=NNC1CC)CC)NC(=O)C=1N(N=CC1)[C@@H](CO)C)C1CC1 N-[(1S)-1-(dicyclopropylmethyl)-2-[4-(3,5-diethyl-1H-pyrazol-4-yl)anilino]-2-oxo-ethyl]-2-[(1R)-2-hydroxy-1-methyl-ethyl]pyrazole-3-carboxamide